1,1'-[[1,1'-binaphthalene]-2,2'-diylbis(oxy)]di(naphthalene-2-carboxylic acid) C1(=C(C=CC2=CC=CC=C12)OC1=C(C=CC2=CC=CC=C12)C(=O)O)C1=C(C=CC2=CC=CC=C12)OC1=C(C=CC2=CC=CC=C12)C(=O)O